3-(5-(((tert-butyldimethylsilyl)oxy)methyl)-6-methoxypyridin-3-yl)-4-oxopiperidine-1-carboxylic acid tert-butyl ester C(C)(C)(C)OC(=O)N1CC(C(CC1)=O)C=1C=NC(=C(C1)CO[Si](C)(C)C(C)(C)C)OC